4-cyclopropyl-5-pyridazin-4-yl-2-(2-trimethylsilylethoxymethyl)pyrazole-3-carboxylic acid C1(CC1)C1=C(N(N=C1C1=CN=NC=C1)COCC[Si](C)(C)C)C(=O)O